1-bromo-2-(((2,2,2-trifluoroethoxy)methyl)sulfonyl)benzene BrC1=C(C=CC=C1)S(=O)(=O)COCC(F)(F)F